4-(methoxymethylene)-2,2-dimethyl-piperidine-1-carboxylic acid tert-butyl ester C(C)(C)(C)OC(=O)N1C(CC(CC1)=COC)(C)C